NC1=C(C=C(C(=O)OC)C=C1)N[C@@H]1COC[C@@H]1C methyl 4-amino-3-[[(3S,4R)-4-methyltetrahydrofuran-3-yl]amino]benzoate